C1(=CC=CC=C1)C1CCN(CC1)C(=O)C1CC2(C1)NC(OC2)=O (2s,4s)-2-(4-phenylpiperidin-1-carbonyl)-7-oxa-5-azaspiro[3.4]octan-6-one